ClC1=C(C(=O)NC=2OC(=NN2)C)C(=CC(=C1SC)Cl)F 2,4-dichloro-6-fluoro-N-(5-methyl-1,3,4-oxadiazol-2-yl)-3-(methylsulfanyl)benzamide